(2-((3-((4,5-dimethylthiazol-2-yl)carbamoyl)-4-methylphenyl)amino)ethoxy)propanoic acid CC=1N=C(SC1C)NC(=O)C=1C=C(C=CC1C)NCCOC(C(=O)O)C